(3R,4S)-4-isobutylpyrrolidin-3-ol C(C(C)C)[C@@H]1[C@H](CNC1)O